(S)-N-(4-amino-1-(3-(4-methylpiperazine-1-carbonyl)phenyl)-4-oxobutyl)-5-(4-(trifluoromethyl)phenyl)-3,4-dihydroisoquinoline-2(1H)-carboxamide NC(CC[C@@H](C1=CC(=CC=C1)C(=O)N1CCN(CC1)C)NC(=O)N1CC2=CC=CC(=C2CC1)C1=CC=C(C=C1)C(F)(F)F)=O